[C@H]12CNC[C@H](CC1)N2C2=NC(=NC=1CC3(CCC21)CCC2=CC=C(C=C23)O)OC[C@H]2N(CCC2)C 4'-((1R,5S)-3,8-diazabicyclo[3.2.1]octan-8-yl)-2'-(((S)-1-methylpyrrolidin-2-yl)methoxy)-2,3,5',8'-tetrahydro-6'H-spiro[indene-1,7'-quinazolin]-6-ol